cyclopentyl 4-(3-hydroxyphenyl)-7-(2-methoxyphenyl)-2-methyl-5-oxo-1,4,5,6,7,8-hexahydroquinoline-3-carboxylate OC=1C=C(C=CC1)C1C(=C(NC=2CC(CC(C12)=O)C1=C(C=CC=C1)OC)C)C(=O)OC1CCCC1